(4S,4'S,7S,7'S,9aS,9a'S)-N,N'-(ethane-1,2-diylbis-(2,1-phenylene))bis(8,8-dimethyl-4-((S)-2-(methylamino)propan-amido)-5-oxooctahydro-pyrrolo[2,1-b][1,3]-thiazepine-7-carboxamide) C(CC1=C(C=CC=C1)NC(=O)[C@@H]1C(C[C@@H]2SCC[C@@H](C(N21)=O)NC([C@H](C)NC)=O)(C)C)C2=C(C=CC=C2)NC(=O)[C@@H]2C(C[C@@H]1SCC[C@@H](C(N12)=O)NC([C@H](C)NC)=O)(C)C